C(N)(=O)C=1C=C(C=CC1F)NC(=O)[C@@H]1O[C@](C[C@H]1C1=C(C(=C(C=C1)F)F)OC)(C(F)(F)F)C (2R,3S,5R)-N-(3-carbamoyl-4-fluoro-phenyl)-3-(3,4-difluoro-2-methoxy-phenyl)-5-methyl-5-(trifluoromethyl)tetrahydrofuran-2-carboxamide